5,6-dichloro-1-(1-(2-chloro-4-fluorobenzyl)piperidin-4-yl)-3-(2-(dimethylamino)ethyl)-1,3-dihydro-2H-benzo[d]imidazol-2-one ClC1=CC2=C(N(C(N2CCN(C)C)=O)C2CCN(CC2)CC2=C(C=C(C=C2)F)Cl)C=C1Cl